CNC(=O)C1=CC=C(C=N1)N1CC2(CN(C2)C(=O)OC(C)(C)C)C1 tert-butyl 6-(6-(methylcarbamoyl)pyridin-3-yl)-2,6-diazaspiro[3.3]heptane-2-carboxylate